((2,4,6-Tribromobenzene-1,3,5-triyl)tris(acetylene-2,1-diyl))tris(trimethylsilane) BrC1=C(C(=C(C(=C1C#C[Si](C)(C)C)Br)C#C[Si](C)(C)C)Br)C#C[Si](C)(C)C